F[B-](F)(F)F.NC(C)C1=NC=CN1C 1-aminoethyl-3-methylimidazole tetrafluoroborate salt